FC=1C=CC2=C(CN(CN(C2)CC=2C=NC=CC2OC(C)C)C2CCN(CC2)C)C1 8-Fluoro-2-(1-methylpiperidin-4-yl)-4-{[(4-isopropoxy)pyridin-3-yl]methyl}-1,5-dihydro-2,4-benzodiazepine